6-Chloro-5-fluoro-7-methoxy-1,2,3,4-tetrahydronaphthalene ClC=1C(=C2CCCCC2=CC1OC)F